C(#N)C=1C=C(C=CC1)C1=NN2C(N=C(C=C2)C(=O)NCC2(NC(CC2)=O)C)=C1C1=CC(=NC(=C1)C)C 2-(3-cyanophenyl)-3-(2,6-dimethyl-4-pyridyl)-N-[(2-methyl-5-oxo-pyrrolidin-2-yl)methyl]pyrazolo[1,5-a]pyrimidine-5-carboxamide